4'-hexyloxy-4-biphenyl-carbonitrile C(CCCCC)OC1=CC=C(C=C1)C1=CC=C(C=C1)C#N